C[C@H]1N(CCOC1)C=1C(N(C=C(N1)C1=C2C(=NC=C1)NC=C2)C2CCN(CC2)C)=O (R)-3-(3-methylmorpholinyl)-1-(1-methylpiperidin-4-yl)-5-(1H-pyrrolo[2,3-b]pyridin-4-yl)pyrazin-2(1H)-one